[Na+].CC(COC(C(CC(=O)OCC(CCCC(C)C)C)S(=O)(=O)[O-])=O)CCCC(C)C sulfosuccinic acid-1,4-bis(2,6-dimethyl heptyl) ester sodium salt